ClC1=CC(N(C=C1Cl)C1=CC=C(C=C1)N1N=CC(=C1C(F)(F)F)C(=O)OCC)=O Ethyl 1-(4-(4,5-dichloro-2-oxopyridin-1(2H)-yl)phenyl)-5-(trifluoromethyl)-1H-pyrazole-4-carboxylate